OC/C(=C/CNC1=C2NC=NC2=NC=N1)/C 6-(E)-(4-hydroxy-3-methylbut-2-en-1-ylamino)purine